FC(C=1C=C(C(=O)N)C=C(C1)C(F)(F)F)(F)F 3,5-bis(trifluoro-methyl)benzamide